6-(chloromethyl)-2,3-dihydropyrazolo[5,1-b]oxazole ClCC1=NN2C(OCC2)=C1